C(C)(C)(C)N(C(O)=O)CCCCN(C(CCOCCOCCOCCOCC#C)=O)CCCCNC(=O)OC(C)(C)C.NCCCCN(C(CCOCCOCCOCCOCC#C)=O)CCCCN N,N-bis(4-aminobutyl)-4,7,10,13-tetraoxahexadec-15-yn-1-amide Tert-butyl-(17-{4-[(tert-butoxycarbonyl)amino]butyl}-16-oxo-4,7,10,13-tetraoxa-17-azahenicos-1-yn-21-yl)carbamate